N-(4-(8-(cyclopropylcarbonyl)-8-azabicyclo[3.2.1]oct-2-en-3-yl)-1H-pyrrolo[2,3-b]pyridin-6-yl)cyclopropylcarboxamide C1(CC1)C(=O)N1C2C=C(CC1CC2)C2=C1C(=NC(=C2)NC(=O)C2CC2)NC=C1